7-Ethyl-4-(methylamino)-1-phenylpyrido[2,3-d]pyrimidin-2(1H)-one C(C)C=1C=CC2=C(N(C(N=C2NC)=O)C2=CC=CC=C2)N1